(S)-tert-Butyl 2-((4-methyl-3-((1-(2-methyl-7-(4,4,5,5-tetramethyl-1,3,2-dioxaborolan-2-yl)quinolin-5-yl)cyclopropyl)carbamoyl)phenoxy) methyl)azetidine-1-carboxylate CC1=C(C=C(OC[C@H]2N(CC2)C(=O)OC(C)(C)C)C=C1)C(NC1(CC1)C1=C2C=CC(=NC2=CC(=C1)B1OC(C(O1)(C)C)(C)C)C)=O